COC1=NC=CC=C1C(C)=O 1-(2-methoxypyridin-3-yl)ethan-1-one